perylene-3,4,9,10-tetracarboxylic acid diimine C1=CC(=C2C(=CC=C3C4=CC=C(C=5C(=CC=C(C1=C23)C45)C(=O)O)C(=O)O)C(O)=N)C(O)=N